C(C)(C)(C)OC(=O)N1CCC(CC1)C1=CC2=C(N(C(O2)=O)C2C(NC(CC2)=O)=O)C=C1.C(C1CO1)OC(CC[Si](OC)(OC)OC)CCCCC 3-glycidoxyoctyl-trimethoxysilane tert-butyl-4-[3-(2,6-dioxo-3-piperidyl)-2-oxo-1,3-benzoxazol-6-yl]piperidine-1-carboxylate